tert-butyl (4aR)-9-((tert-butoxycarbonyl)(1-methoxy-1-oxopropan-2-yl)amino)-11-fluoro-10-nitro-1,2,4,4a,5,6-hexahydro-3H,12H-benzo[b]pyrazino[1,2-e][1,5]oxazocine-3-carboxylate C(C)(C)(C)OC(=O)N(C=1C(=C(C2=C(OCC[C@H]3N(C2)CCN(C3)C(=O)OC(C)(C)C)C1)F)[N+](=O)[O-])C(C(=O)OC)C